(bicyclo[1.1.1]pentane-1,3-diylbis(methylazanediyl))bis(heptane-7,1-diyl) bis(2-hexyldecanoate) C(CCCCC)C(C(=O)OCCCCCCCN(C12CC(C1)(C2)N(C)CCCCCCCOC(C(CCCCCCCC)CCCCCC)=O)C)CCCCCCCC